1-ethyl-N-(quinolin-8-yl)-1H-pyrrole-2-sulfonamide C(C)N1C(=CC=C1)S(=O)(=O)NC=1C=CC=C2C=CC=NC12